FC(OC1=CC(=NN1)NC1=CN=CC(=N1)O[C@@H]1[C@@H]([C@@H]2CC[C@H](C1)N2C(=O)OC(C)(C)C)F)F tert-butyl (1S,2R,3S,5R)-3-((6-((5-(difluoromethoxy)-1H-pyrazol-3-yl)amino)pyrazin-2-yl)oxy)-2-fluoro-8-azabicyclo[3.2.1]octane-8-carboxylate